C[Si](CCOCN1N=CC=C1B(O)O)(C)C 1-((2-(trimethylsilyl)ethoxy)methyl)pyrazole-5-boronic acid